COC(CCCC)=O.[Na] sodium methylvalerate